C(C)(=O)N1CCC2(CN(C2)C2=CC(=NC(=N2)C=2C=NC=CC2)NC=2C=C(C(=O)O)C=CN2)CC1 2-((6-(7-acetyl-2,7-diazaspiro[3.5]nonan-2-yl)-2-(pyridin-3-yl)pyrimidin-4-yl)amino)isonicotinic acid